C(CC)OC1C(C[Si](OCC)(OCC)C)O1 (2,3-epoxypropoxypropyl)methyldiethoxysilane